O1CCN(CC1)CCCN1CCC(CC1)C=1C=C2CN(C(C2=CC1)=O)C1C(NC(CC1)=O)=O 3-(5-(1-(3-morpholinopropyl)piperidin-4-yl)-1-oxoisoindolin-2-yl)piperidine-2,6-dione